3-(6-chloro-1H-indazol-4-yl)-6-(hydroxymethyl)bicyclo[3.1.0]hexan-3-ol ClC1=CC(=C2C=NNC2=C1)C1(CC2C(C2C1)CO)O